(S)-2-(3-((S)-4-amino-1-(5-(4-aminotetrahydro-2H-pyran-4-yl)-1,3,4-oxadiazol-2-yl)-4-oxobutyl)ureido)-3-hydroxypropionic acid NC(CC[C@@H](C=1OC(=NN1)C1(CCOCC1)N)NC(N[C@H](C(=O)O)CO)=O)=O